N1CCC(CC1)CC=1NC2=NC=CC(=C2C1)C=1C=C2C(=NNC2=CC1)N 5-(2-(piperidin-4-ylmethyl)-7-azaindol-4-yl)-1H-indazol-3-amine